C(CCC\C=C\CCCC)CC(=O)[O-] (E)-dec-5-en-1-ylacetate